FC(C=1C=C(C=CC1)[C@@H]1N(C[C@H](CC1)C)C(C(=O)NC=1C=C(C=NC1)C(=O)N)=O)F |r| rac-5-{2-[(2R,5S)-2-[3-(difluoromethyl)phenyl]-5-methylpiperidin-1-yl]-2-oxoacetamido}pyridine-3-carboxamide